2-[(5-chloropyridin-3-yl)methyl]-8-[1-(2,2-difluoroethyl)-1H-pyrazolo[3,4-b]pyrazin-6-yl]-2,8-diazaspiro[4.5]decan-1-one ClC=1C=C(C=NC1)CN1C(C2(CC1)CCN(CC2)C2=CN=C1C(=N2)N(N=C1)CC(F)F)=O